(±)-(1R*,3S*,4S*)-3-amino-4-fluorocyclohexan-1-ol hydrochloride Cl.N[C@H]1C[C@@H](CC[C@@H]1F)O |r|